C(C)(C)(C)OC(=O)N1[C@@H](CC(CC1)NCCO)C1=CC=CC=C1 (2S)-4-((2-hydroxyethyl)amino)-2-phenylpiperidine-1-carboxylic acid tert-butyl ester